N-((4-(4-cyclobutylphenyl)-4,5,6,7-tetrahydropyrazolo[1,5-a]pyrimidin-6-yl)methyl)acrylamide C1(CCC1)C1=CC=C(C=C1)N1C=2N(CC(C1)CNC(C=C)=O)N=CC2